(+-)-2-((trans)-2-(methoxymethyl)cyclopropyl)isoindoline-1,3-dione COC[C@H]1[C@@H](C1)N1C(C2=CC=CC=C2C1=O)=O |r|